NCC1=C(C=C(C=C1C(C)(C)C)C(C)(C)C)O 2-aminomethyl-3,5-di-t-butylphenol